4-(8-iodo-2H-chromen-4-yl)-1H-imidazole IC=1C=CC=C2C(=CCOC12)C=1N=CNC1